NC1=C(C(=NC=N1)OC1=CC(=C(C=C1)NC(=O)NC1=CC(=NN1C1=CC(=C(C=C1)OC)F)C(C)(C)C)F)C#N (4-((6-amino-5-cyanopyrimidin-4-yl)oxy)-2-fluorophenyl)-3-(3-(tert-butyl)-1-(3-fluoro-4-methoxyphenyl)-1H-pyrazol-5-yl)urea